[Si](C)(C)(C(C)(C)C)OC=1C=C2C(=NN(C2=CC1)C1OCCCC1)C1=NN(N=C1)CCCOCC[C@H](C)O (2S)-4-[3-[4-[5-[tert-butyl(dimethyl)silyl]oxy-1-tetrahydropyran-2-yl-indazol-3-yl]triazol-2-yl]propoxy]butan-2-ol